NC=1N=C(SC1C(C1=CC=C(C=C1)Cl)=O)N(C1=CC=C(C=C1)Cl)[C@H](C(=O)N)C (S)-2-(N-[4-amino-5-(4-chlorobenzoyl)thiazol-2-yl]-4-chloro-anilino)propanamide